ethyl 5-(difluoromethyl)-1-methyl-1H-pyrazole-3-carboxylate FC(C1=CC(=NN1C)C(=O)OCC)F